ClC=1C=C(C=NC1N1N=CC=N1)NC(=O)[C@H]1C[C@](C2=C1C=NC=1N2N=C(C1)F)(C)C1=NN(C=C1)C(F)F (6S,8S)-N-(5-chloro-6-(2H-1,2,3-triazol-2-yl)pyridin-3-yl)-8-(1-(difluoromethyl)-1H-pyrazol-3-yl)-2-fluoro-8-methyl-7,8-dihydro-6H-cyclopenta[e]pyrazolo[1,5-a]pyrimidine-6-carboxamide